C1(CC1)C1=CC=C(C=N1)NC(=O)C=1C=NN2C1C(N(C=C2C)C2=C(C=CC=C2)OCC(F)(F)F)=O N-(6-cyclopropylpyridin-3-yl)-7-methyl-4-oxo-5-[2-(2,2,2-trifluoroethoxy)phenyl]-4,5-dihydropyrazolo[1,5-a]pyrazine-3-carboxamide